(2-(2-methyl-1,3-dioxolan-2-yl)phenyl)propan-1-ol CC1(OCCO1)C1=C(C=CC=C1)C(CC)O